C(C)(C)(C)OC(NCCC[C@H](N)C1=NC(=NO1)C12CC3CC(CC(C1)C3)C2)=O (S)-4-(3-adamantan-1-yl-1,2,4-oxadiazol-5-yl)-4-aminobutylcarbamic acid tert-butyl ester